Hexane trisyringate C(C1=CC(OC)=C(O)C(OC)=C1)(=O)O.C(C1=CC(OC)=C(O)C(OC)=C1)(=O)O.C(C1=CC(OC)=C(O)C(OC)=C1)(=O)O.CCCCCC